C(#N)C=1C=C(C=CC1)C=1N=C(SC1C1=CC(=NC(=C1)C)CO)NC(=O)N1CCN(CC1)C1COC1 N-[4-(3-Cyanophenyl)-5-[2-(hydroxymethyl)-6-methyl-4-pyridyl]thiazol-2-yl]-4-(oxetan-3-yl)piperazine-1-carboxamide